N-[2-({4-[3-(3-methoxyphenyl)-1H-pyrrolo[3,2-b]pyridin-2-yl]pyridin-3-yl}oxy)ethyl]-N-methylethenesulfonamide COC=1C=C(C=CC1)C1=C(NC=2C1=NC=CC2)C2=C(C=NC=C2)OCCN(S(=O)(=O)C=C)C